OCCCNCCNCCNCC(=O)O oxa-5,8,11-triazatridecan-13-oic acid